N1C=C(C2=CC=CC=C12)CCNC=1C2=C(N=C(N1)C=1C=NC=C(C#N)C1)SC=N2 5-(7-((2-(1H-indol-3-yl)ethyl)amino)thiazolo[5,4-d]pyrimidin-5-yl)nicotinonitrile